4-[[3-(2,3-difluoro-4-methoxy-phenyl)imidazo[1,2-a]pyrazin-8-yl]amino]-N-[2-[2-(dimethylamino)ethylamino]-2-oxo-ethyl]-2-ethyl-benzamide FC1=C(C=CC(=C1F)OC)C1=CN=C2N1C=CN=C2NC2=CC(=C(C(=O)NCC(=O)NCCN(C)C)C=C2)CC